N,N'-dimethylimidazolidinone CN1CCN(C1=O)C